CS(=O)(=O)C1=CC(=C(C=C1)NCC#CC=1N(C2=CC=CC(=C2C1)NC1CCN(CC1)C(C)=O)CC(F)(F)F)OC 1-{4-[(2-{3-[(4-methanesulfonyl-2-methoxyphenyl)amino]prop-1-yn-1-yl}-1-(2,2,2-trifluoro-ethyl)-1H-indol-4-yl)amino]piperidin-1-yl}ethan-1-one